N-[4-(3-chloro-2-fluoro-anilino)-7-[2-[(1r,5s)-3-methyl-3-azabicyclo[3.1.0]hexane-1-yl]ethynyl]quinazolin-6-yl]-2-(methoxymethyl)prop-2-enamide ClC=1C(=C(NC2=NC=NC3=CC(=C(C=C23)NC(C(=C)COC)=O)C#C[C@@]23CN(C[C@H]3C2)C)C=CC1)F